(4-((2-aminoethyl)sulfonyl)-2-methylphenyl)(7-(6-aminopyridin-3-yl)-2,3-dihydrobenzo[f][1,4]oxazepin-4(5H)-yl)methanone NCCS(=O)(=O)C1=CC(=C(C=C1)C(=O)N1CCOC2=C(C1)C=C(C=C2)C=2C=NC(=CC2)N)C